OC1(CC1)C1CCC(CC1)NC(=O)C=1C2=C(N=C(N1)N1C=NC=C1)C=NN2 N-((1r,4r)-4-(1-hydroxycyclopropyl)cyclohexyl)-5-(1H-imidazol-1-yl)-1H-pyrazolo[4,3-d]pyrimidine-7-carboxamide